bis(2,4-dimethyl-phenyl)-1,3,5-triazine CC1=C(C=CC(=C1)C)C1=NC(=NC=N1)C1=C(C=C(C=C1)C)C